(5-(dibenzo[b,d]furan-1-yl)naphthalen-1-yl)boronic acid C1(=CC=CC=2OC3=C(C21)C=CC=C3)C3=C2C=CC=C(C2=CC=C3)B(O)O